CC1=NC2=CC(=CC=C2C=C1)C=1SC=CN1 2-methyl-7-(thiazol-2-yl)quinolin